6-(AMINOMETHYL)-5-CYCLOPROPOXYPICOLINALDEHYDE NCC1=C(C=CC(=N1)C=O)OC1CC1